5-amino-3-(difluoromethyl)-N,N-dimethylpyridinamide NC=1C=C(C(=NC1)C(=O)N(C)C)C(F)F